NC1=CC(=NC(=C1)NC1=C(C(=CC=C1)F)C)C(=O)NC1CC2=CC=CC=C2C1 4-Amino-N-(2,3-dihydro-1H-inden-2-yl)-6-((3-fluoro-2-methylphenyl)amino)picolinamide